7-(naphthalen-1-yl)-4-(2,2,2-trifluoroethoxy)pyrido[4,3-d]pyrimidine C1(=CC=CC2=CC=CC=C12)C1=CC=2N=CN=C(C2C=N1)OCC(F)(F)F